phosphooxide P(=O)(=O)OP(=O)=O